N[C@H]1CCC=2C1=NC=C(C2)C2=CC1=C(N=C3N1[C@H]1C4=C(C(N([C@@H]3C1)C)=O)C=CC=C4OC(F)F)C=C2 (7R,14R)-11-((S)-7-amino-6,7-dihydro-5H-cyclopenta[b]pyridin-3-yl)-1-(difluoromethoxy)-6-methyl-6,7-dihydro-7,14-methanobenzo[f]benzo[4,5]imidazo[1,2-a][1,4]diazocin-5(14H)-one